3-(3-((5-(Difluoromethyl)-2-((3-methyl-1-(1-methyl-pyrrolidin-3-yl)-1H-pyrazol-4-yl)amino)pyrimidin-4-yl)amino)propyl)-1,3-oxazepan-2-on FC(C=1C(=NC(=NC1)NC=1C(=NN(C1)C1CN(CC1)C)C)NCCCN1C(OCCCC1)=O)F